C(CCC)C1N(S(C2=C(N(C1)C1=CC=C(C=C1)F)C=C(C(=C2)O\C=C(\C(=O)O)/F)SCC)(=O)=O)C racemic-(Z)-3-((3-butyl-7-(ethylsulfanyl)-5-(4-fluorophenyl)-2-methyl-1,1-dioxido-2,3,4,5-tetrahydro-1,2,5-benzothiadiazepin-8-yl)oxy)-2-fluoroacrylic acid